C1(CC1)C(=O)N1CCN(CC1)C(=O)C=1C=NC2=CC=C(C=C2C1N1CCC(CC1)(C#N)C1=CC=CC=C1)F 1-(3-(4-(Cyclopropanecarbonyl)piperazine-1-carbonyl)-6-fluoroquinolin-4-yl)-4-phenylpiperidine-4-carbonitrile